1-[(5-bromo-2-thienyl)carbonyl]-N-2-thiazolyl-2-pyrrolidinecarboxamide BrC1=CC=C(S1)C(=O)N1C(CCC1)C(=O)NC=1SC=CN1